2-((3-bromo-1-methyl-1H-pyrazol-5-yl)sulfonyl)-2,6-diazaspiro[3.3]heptane BrC1=NN(C(=C1)S(=O)(=O)N1CC2(C1)CNC2)C